trans-1-(2,2-dichloro-3-(4-iodophenyl)cyclopropyl)-4-methoxybenzene ClC1([C@H]([C@@H]1C1=CC=C(C=C1)I)C1=CC=C(C=C1)OC)Cl